FC(C=1C=C(OC2CCC3=CC(=CC=C23)NC(C=C)=O)C=CC1)(F)F N-(1-(3-(trifluoromethyl)phenoxy)-2,3-dihydro-1H-inden-5-yl)acryl-amide